(S)-benzyl 2-(2,6-dichloro-4-(3-chlorobenzylcarbamoyl)benzamido)-3-(3-((R)-2,3-dihydro-1H-inden-1-yl)ureido)propanoate ClC1=C(C(=O)N[C@H](C(=O)OCC2=CC=CC=C2)CNC(=O)N[C@@H]2CCC3=CC=CC=C23)C(=CC(=C1)C(NCC1=CC(=CC=C1)Cl)=O)Cl